ClC=1C=CC(=C(C1)NC(=O)NC1CN(C(C1)=O)C1=CC(=CC=C1)Cl)C 1-(5-chloro-2-methylphenyl)-3-[1-(3-chlorophenyl)-5-oxopyrrolidin-3-yl]urea